(1R,2S,5S)-N-{(2S)-1-(1,3-benzothiazol-2-yl)-1-oxo-3-[(3S)-2-oxopyrrolidin-3-yl]propan-2-yl}-3-[N-(cyclopropylsulfonyl)-L-valyl]-6,6-dimethyl-3-azabicyclo[3.1.0]hexane-2-carboxamide S1C(=NC2=C1C=CC=C2)C([C@H](C[C@H]2C(NCC2)=O)NC(=O)[C@@H]2[C@H]1C([C@H]1CN2C([C@@H](NS(=O)(=O)C2CC2)C(C)C)=O)(C)C)=O